toluene-sulfonyl-acetone hydrazone C(C1=CC=CC=C1)S(=O)(=O)CC(C)=NN